BrC=1C=CC=2N(C3=CC=C(C=C3C2C1)Br)C1=CC=C(C=C1)C1=CC=CC2=CC3=CC=CC=C3C=C12 4-(4-(3,6-dibromo-9H-carbazol-9-yl)phenyl)anthracene